6,6-bis((5,5,6,6,6-pentafluorohexyl)oxy)hexanoic acid 6-bromohexyl ester BrCCCCCCOC(CCCCC(OCCCCC(C(F)(F)F)(F)F)OCCCCC(C(F)(F)F)(F)F)=O